5-bromo-7-fluoro-1-tetrahydropyran-2-yl-indazole BrC=1C=C2C=NN(C2=C(C1)F)C1OCCCC1